NC1=CC=C(C=C1)N1CCN(CC1)CC1CCN(CC1)C1=C2C(N(C(C2=CC=C1)=O)C1C(NC(CC1)=O)=O)=O 4-(4-((4-(4-aminophenyl)piperazin-1-yl)methyl)piperidin-1-yl)-2-(2,6-dioxopiperidin-3-yl)isoindoline-1,3-dione